FC1=CC=CC=2C(C3=C(C(=NC4=CC=CC=C34)NCCCNCCO)SC12)=O 8-fluoro-6-(3-(2-hydroxyethylamino)propylamino)-12H-thiochromeno[2,3-c]quinolin-12-one